C1(=CC=C(C=C1)N1C(=NNC1=O)C(F)(F)F)C 4-(4-tolyl)-3-trifluoromethyl-1,2,4-triazol-5-one